3-(((2-chloro-[1,1'-biphenyl]-4-yl)methyl)amino)-N-(3-((6-cyano-1H-indazol-4-yl)amino)propyl)propanamide ClC1=C(C=CC(=C1)CNCCC(=O)NCCCNC1=C2C=NNC2=CC(=C1)C#N)C1=CC=CC=C1